NC1=NC(=C(C=2N1C(N(N2)CCN2N=CC=C2)=O)C2=CC(=NC(=C2)C)C)C2=CC=CC=C2 5-amino-8-(2,6-dimethyl-4-pyridinyl)-7-phenyl-2-(2-pyrazol-1-ylethyl)-[1,2,4]triazolo[4,3-c]pyrimidin-3-one